1-(4-(3-(2-aminoethyl)-2-methyl-4-oxo-3,4-dihydroquinazolin-7-yl)-3-((4-fluorophenyl)ethynyl)phenyl)-3-(2-(pyridin-3-yl)ethyl)urea NCCN1C(=NC2=CC(=CC=C2C1=O)C1=C(C=C(C=C1)NC(=O)NCCC=1C=NC=CC1)C#CC1=CC=C(C=C1)F)C